1-methyl-1,4,6,7-tetrahydro-5H-imidazo[4,5-c]pyridin CN1C=NC=2CNCCC21